tert-butyl 7-bromo-3-(bromomethyl)-5-chlorobenzofuran-2-carboxylate BrC1=CC(=CC=2C(=C(OC21)C(=O)OC(C)(C)C)CBr)Cl